(S)-ethyl 4-(2-(2-(2-cyclopropylphenyl)pyrrolidin-1-yl)-7-azaspiro[3.5]nonan-7-yl)benzoate C1(CC1)C1=C(C=CC=C1)[C@H]1N(CCC1)C1CC2(C1)CCN(CC2)C2=CC=C(C(=O)OCC)C=C2